2-(2-benzothiazolyl)phenoxide S1C(=NC2=C1C=CC=C2)C2=C([O-])C=CC=C2